2-methyl-5-(1-methylpyrrolidine-2-yl)pyridine Cytidine-15N3-5'-monophosphate P(=O)(O)(O)OC[C@@H]1[C@H]([C@H]([C@@H](O1)[15N]1C(=O)[15N]=C([15NH2])C=C1)O)O.CC1=NC=C(C=C1)C1N(CCC1)C